C(CC)(=O)O.NC(=N)NNC(=N)N biguanidine propionate